FC1(CCN(CC1)C1=CC(=CC=2CCOC21)NC(C2=C(C=C(C=C2)NS(=O)(=O)CC)N2CC1CC1(CC2)C)=O)F N-(7-(4,4-difluoropiperidin-1-yl)-2,3-dihydrobenzofuran-5-yl)-4-(ethylsulfonamido)-2-(6-methyl-3-azabicyclo[4.1.0]heptan-3-yl)benzamide